BrC=1C(=NC=C(C1)I)C(C)C 3-bromo-5-iodo-2-(isopropyl)pyridine